tert-butyl (3S,4S)-3-[[6-[6-cyclopropyl-7-(2,2-difluoroethoxy)imidazo[1,2-a]pyridin-3-yl]-2-pyridyl]amino]-4-fluoro-pyrrolidine-1-carboxylate C1(CC1)C=1C(=CC=2N(C1)C(=CN2)C2=CC=CC(=N2)N[C@H]2CN(C[C@@H]2F)C(=O)OC(C)(C)C)OCC(F)F